C(C)NC(C([C@H](C[C@H]1C(NCC1)=O)NC(C(CC1(CCC1)C)NC(OC(C(F)(F)C1=CC(=CC=C1)Cl)C1=CC=CC=C1)=O)=O)=O)=O 2-(3-chlorophenyl)-2,2-difluoro-1-phenylethyl (1-(((S)-4-(ethylamino)-3,4-dioxo-1-((S)-2-oxopyrrolidin-3-yl)butan-2-yl)amino)-3-(1-methylcyclobutyl)-1-oxopropan-2-yl)carbamate